C(C)(C)(C)OC(CS)=O thioglycolic acid tert-butyl ester